BrC1=CC(=CC2=CN(N=C12)CCN(C)C)N 7-bromo-2-(2-(dimethylamino)ethyl)-2H-indazol-5-amine